C(C1=CC=CC=C1)N1C=C(C2=CC=CC=C12)CCNC(CCOCCOCCOCCC(N[C@H](C(=O)N1[C@@H](C[C@H](C1)O)C(=O)NCC1=CC=C(C=C1)C1=C(N=CS1)C)C(C)(C)C)=O)=O (2S,4R)-1-((S)-19-(1-benzyl-1H-indol-3-yl)-2-(tert-butyl)-4,16-dioxo-7,10,13-trioxa-3,17-diazanonadecanoyl)-4-hydroxy-N-(4-(4-methylthiazol-5-yl)benzyl)pyrrolidine-2-carboxamide